1-(3-(3-chlorophenoxy)propyl)-1-(pyrazolo[1,5-a]pyridin-5-ylmethyl)-3-(4-(trifluoromethoxy)phenyl)urea ClC=1C=C(OCCCN(C(=O)NC2=CC=C(C=C2)OC(F)(F)F)CC2=CC=3N(C=C2)N=CC3)C=CC1